Cl.BrC=1C=CC2=C([C@H](CO2)N)C1 (R)-5-bromo-2,3-dihydrobenzofuran-3-amine hydrochloride